bis(2-hydroxyethyl)sulfide OCCSCCO